(S)-2-((7-(6-((4-chloro-2-fluorobenzyl)oxy)pyridin-2-yl)-5-fluoro-2,3-dihydrobenzofuran-4-yl)methyl)-1-(oxetane-2-ylmethyl)-1H-benzo[d]imidazole-6-carboxylic acid ClC1=CC(=C(COC2=CC=CC(=N2)C2=CC(=C(C=3CCOC32)CC3=NC2=C(N3C[C@H]3OCC3)C=C(C=C2)C(=O)O)F)C=C1)F